ClC1=CC=C(C=C1)COC1=CC=C2C(C=C(OC2=C1I)C(F)(F)F)=O 7-(((4-chlorophenyl)methyl)oxy)-8-iodo-2-(trifluoromethyl)-4H-chromen-4-one